[Br-].C(=O)(O)CCN1C=[N+](C=C1)C1=NC=CC=C1 1-(2-carboxyethyl)-3-(pyridin-2-yl)-1H-imidazol-3-ium bromide